CC1=C(C2=NC(=CC=C2N1)C)CCC1=CC=C(C=C1)S(=O)(=O)C 2,5-dimethyl-3-(4-(methylsulfonyl)phenethyl)-1H-pyrrolo[3,2-b]Pyridine